C(C1=CC=CC=C1)OC(=O)C1=NOC=CC1 oxazine-3(4H)-carboxylic acid benzyl ester